3-[4-(1-Methyl-1H-pyrazol-4-sulfonyl)-morpholin-2-yl]-benzo[b]thiophen CN1N=CC(=C1)S(=O)(=O)N1CC(OCC1)C=1C2=C(SC1)C=CC=C2